4-(3-amino-4-methyl-1H-indazol-5-yl)-N-((1R,2S)-2-hydroxycyclopentyl)-N,3-dimethylbenzenesulfonamide NC1=NNC2=CC=C(C(=C12)C)C1=C(C=C(C=C1)S(=O)(=O)N(C)[C@H]1[C@H](CCC1)O)C